o-iodophenol-d nitrogen [N].IC1=C(C=CC=C1[2H])O